2-(4-Iodo-1H-pyrazol-1-yl)-2-methylpropanoic acid IC=1C=NN(C1)C(C(=O)O)(C)C